ClC1=C(C=CC(=C1)F)CC(=O)NC1=CC(=NC=C1)N(C(C)=O)C1=CC(=C(C(=C1)F)C)F N-{4-[2-(2-chloro-4-fluorophenyl)acetylamino]pyridin-2-yl}-N-(3,5-difluoro-4-methylphenyl)acetamide